ClC=1C(=CC(=C(C1)S(=O)(=O)NC=1SC=CN1)F)NC(CC(F)(F)F)C1=CC=CC=C1 5-chloro-2-fluoro-N-(thiazol-2-yl)-4-(3,3,3-trifluoro-1-phenylpropylamino)benzenesulfonamide